FC1=CC=2N(C=C1)C(=CN2)C2=C1CNC(C1=C(C=C2)NC2=NC=C(C=C2)N2C[C@H]1CC[C@@H](C2)C1O)=O 4-(7-fluoroimidazo[1,2-a]pyridin-3-yl)-7-((5-((1R,5S)-8-hydroxy-3-azabicyclo[3.2.1]octan-3-yl)pyridin-2-yl)amino)isoindolin-1-one